FC(CN1N=CC=2C1=CN=C(C2)N2N=C1C=C(C=CC1=C2)C2(CC2)C#N)(C(F)(F)F)F 1-[2-[1-(2,2,3,3,3-pentafluoropropyl)pyrazolo[3,4-c]pyridin-5-yl]indazol-6-yl]cyclopropanecarbonitrile